O=C1NC(CCC1N1C(C2=CC=C(C=C2C1=O)N1CCN(CC1)CC1CCN(CC1)C1=CC=C(C=C1)/C(=C(/CC)\C1=CC=CC=C1)/C1=CC=C(C=C1)O)=O)=O (E)-2-(2,6-dioxopiperidin-3-yl)-5-(4-((1-(4-(1-(4-hydroxyphenyl)-2-phenylbut-1-en-1-yl)phenyl)piperidin-4-yl)methyl)piperazin-1-yl)isoindoline-1,3-dione